OCC=1C=C(C=CC1N1C[C@H](CC1)OC1=NC=C(C=C1)C(F)(F)F)C1=CC=C(C=C1)C(=O)N (S)-3'-(hydroxymethyl)-4'-(3-(5-(trifluoromethyl)pyridin-2-yloxy)pyrrolidin-1-yl)biphenyl-4-carboxamide